N-((1R,2R)-3-(azetidin-1-yl)-1-(8-fluoro-2,3-dihydrobenzo[b][1,4]dioxin-6-yl)-1-hydroxypropan-2-yl)-1-(6-fluoronaphthalen-2-yl)pyrrolidine-3-carboxamide N1(CCC1)C[C@H]([C@H](O)C1=CC2=C(OCCO2)C(=C1)F)NC(=O)C1CN(CC1)C1=CC2=CC=C(C=C2C=C1)F